triethylene glycol-bis[3-(3-t-butyl 5-methyl-4-hydroxyphenyl)propionate] C(C)(C)(C)C=1C=C(C=C(C1O)C)CCC(=O)OCCOCCOCCOC(CCC1=CC(=C(C(=C1)C)O)C(C)(C)C)=O